2-{4-[2-(2,6-dioxopiperidin-3-yl)-1,3-dioxo-2,3-dihydro-1H-isoindol-5-yl]piperazin-1-yl}acetic acid trifluoroacetate FC(C(=O)O)(F)F.O=C1NC(CCC1N1C(C2=CC=C(C=C2C1=O)N1CCN(CC1)CC(=O)O)=O)=O